3-(3-methoxypyrrolidin-1-yl)-6-(7-methyl-3-(trifluoromethyl)-[1,2,4]triazolo[4,3-b]pyridazin-6-yl)-5,6,7,8-tetrahydro-1,6-naphthyridine COC1CN(CC1)C=1C=NC=2CCN(CC2C1)C=1C(=CC=2N(N1)C(=NN2)C(F)(F)F)C